BrC=1C=CC2=C(N(C(O2)=O)CC)C1 5-bromo-3-ethylbenzo[d]oxazol-2(3H)-one